C[SiH](C)[Ti](C1(C(=C(C(=C1)C)C)C)C)C1(C(=C(C(=C1)C)C)C)C dimethylsilylbis(tetramethylcyclopentadienyl)titanium(III)